FC(OC1=C(C(=C(C=C1)C1=CN=C(N1C)C(=O)NC1=CC(=C(C=C1)C(=O)N1CCN(CC1)C(=O)C1CC[N+](CC1)(CC1CCNCC1)C)CC)F)F)F 5-[4-(difluoromethoxy)-2,3-difluoro-phenyl]-N-[3-ethyl-4-[4-[1-methyl-1-(4-piperidylmethyl)piperidin-1-ium-4-carbonyl]piperazine-1-carbonyl]phenyl]-1-methyl-imidazole-2-carboxamide